4-((4-(3-(pyridin-4-ylmethyl)ureido)phenyl)sulfonyl)piperazine-1-carboxylic acid tert-butyl ester C(C)(C)(C)OC(=O)N1CCN(CC1)S(=O)(=O)C1=CC=C(C=C1)NC(=O)NCC1=CC=NC=C1